N-(5-methylisoxazol-3-yl)propanamide CC1=CC(=NO1)NC(CC)=O